(-)-Menthoxypropan-1,2-diol C1(CC(C(CC1)C(C)C)OC(C(C)O)O)C